(3R,5aS,6R,8aS,9R,12S,12aR)-Octahydro-3,6,9-trimethyl-3,12-epoxy-12H-pyrano[4,3-j]-1,2-benzodioxepin-10(3H)-one C[C@@]12OO[C@]34[C@@H](CC1)[C@@H](CC[C@H]3[C@H](C(O[C@@H]4O2)=O)C)C